CCCCCCCCC(CCCCCCCC=CCC=CCCCCC)N hexacosa-17,20-dien-9-amine